FC(OC[C@@H]1C[C@@H](CN1)OC1=NC=C(C=C1)N1N=CC=C1)F 2-(((3S,5S)-5-((difluoromethoxy)methyl)pyrrolidin-3-yl)oxy)-5-(1H-pyrazol-1-yl)pyridine